C(C)C1=NC2=CC(=CC=C2C(=N1)N1CC(C1)CCNS(N)(=O)=O)OC 2-ethyl-7-methoxy-4-[3-[2-(sulfamoylamino)ethyl]azetidin-1-yl]quinazoline